N-acetyl-2-methyl-3-acetylpyrrole C(C)(=O)N1C(=C(C=C1)C(C)=O)C